BrC1=CN=C2C(=N1)N(N=N2)CC2CCOCC2 6-bromo-1-((tetrahydro-2H-pyran-4-yl)methyl)-1H-[1,2,3]triazolo[4,5-b]pyrazine